CC=1C=CN=NC1N1CC=2C=C(C=NC2CC1)CC(F)(F)F 5-methyl-6-(3-(2,2,2-trifluoroethyl)-7,8-dihydro-1,6-naphthyridin-6(5H)-yl)pyridazine